((3aR,6aS)-5-(4,6-dimethylpyrimidin-2-yl)hexahydropyrrolo[3,4-c]pyrrol-2(1H)-yl)(2-(o-tolyl)indol-1-yl)methanone CC1=NC(=NC(=C1)C)N1C[C@@H]2[C@H](C1)CN(C2)C(=O)N2C(=CC1=CC=CC=C21)C2=C(C=CC=C2)C